BrC1=CC(=C(C=C1OC)CC(=O)OCC)OC ethyl 2-(4-bromo-2,5-dimethoxyphenyl)acetate